C(=C)C1=CC=C(C=C1)P(OCCCCCCCC)(OCCCCCCCC)=O di-n-octyl 4-vinylphenylphosphonate